O1COC2=C1C=CC(=C2)C2=NOC(=C2)NC2=NC(=NC=C2)Cl 3-(benzo[d][1,3]Dioxolan-5-yl)-N-(2-Chloropyrimidin-4-yl)isoxazol-5-amine